BrC1=CC=C(C=2C=C(OC21)CN2C=NC1=C(C2=O)C=NC=C1)F 3-((7-bromo-4-fluorobenzofuran-2-yl)methyl)pyrido[4,3-d]pyrimidin-4(3H)-one